NC=1C2=C(N=CN1)C(=NC(=C2)N(C=2C=NN(C2)C)C)C=2C(=C(C=CC2C)O)C (R)-3-(4-amino-6-(methyl(1-methyl-1H-pyrazol-4-yl)amino)pyrido[3,4-d]pyrimidin-8-yl)-2,4-dimethylphenol